CN(C)CC1=C(C=CC(=N1)NC(OC(C)(C)C)=O)C1=CC(CC1)=O tert-butyl (6-((dimethylamino)methyl)-5-(3-oxocyclopent-1-en-1-yl)pyridin-2-yl)carbamate